2-methyl-2-[4-[7-[[5-(4-methylpiperazin-1-yl)-2-pyridyl]amino]-1-oxo-isoindolin-4-yl]-2-pyridyl]propanenitrile CC(C#N)(C)C1=NC=CC(=C1)C1=C2CNC(C2=C(C=C1)NC1=NC=C(C=C1)N1CCN(CC1)C)=O